ClC(C(=O)N(CC=C)CC1OCCCO1)Cl 2,2-dichloro-N-(1,3-dioxan-2-ylmethyl)-N-(2-propenyl)acetamide